(e)-oct-2-en-1-ol C(\C=C\CCCCC)O